(S)-3-(6-(3,5-difluoro-2-methoxyphenyl)-4-((3-(trifluoromethyl)phenyl)-sulfonyl)-3,4-dihydro-2H-benzo[b][1,4]oxazin-2-yl)propanoic acid FC=1C(=C(C=C(C1)F)C1=CC2=C(O[C@H](CN2S(=O)(=O)C2=CC(=CC=C2)C(F)(F)F)CCC(=O)O)C=C1)OC